3-chloro-4-((trimethylsilyl)ethynyl)benzaldehyde ClC=1C=C(C=O)C=CC1C#C[Si](C)(C)C